(S)-2-(pyrrolidin-2-yl)pyridine dihydrochloride Cl.Cl.N1[C@@H](CCC1)C1=NC=CC=C1